trimethyl-Chlorosilane C[Si](Cl)(C)C